C(#N)C=1C=C(C=CC1)C=1N=C(SC1C=1C=C2C(=NC=NC2=CC1)C)NC(=O)N1C[C@H](OCC1)C(C)(C)O (2S)-N-[4-(3-cyanophenyl)-5-(4-methylquinazolin-6-yl)thiazol-2-yl]-2-(1-hydroxy-1-methyl-ethyl)morpholine-4-carboxamide